Butyl (S)-4-((4-(2,2-difluoroethyl)-2-(3-methoxy-4-(methoxycarbonyl)phenyl)piperazin-1-yl)methyl)-5-methoxy-7-methyl-1H-indole-1-carboxylate FC(CN1C[C@@H](N(CC1)CC1=C2C=CN(C2=C(C=C1OC)C)C(=O)OCCCC)C1=CC(=C(C=C1)C(=O)OC)OC)F